Methyl 4-((1-(5-amino-2-(4-((4-(methylsulfonyl)piperidin-1-yl)methyl)phenyl)-1-(phenylsulfonyl)-1H-pyrrolo[2,3-b]pyridin-4-yl)ethyl)amino)benzoate NC=1C(=C2C(=NC1)N(C(=C2)C2=CC=C(C=C2)CN2CCC(CC2)S(=O)(=O)C)S(=O)(=O)C2=CC=CC=C2)C(C)NC2=CC=C(C(=O)OC)C=C2